BrC=1C=C(C=CC1)NC1=NN2C(=NC=CC2=N1)C1=CC(=C(C(=C1)OC)OC)OC N-(3-bromophenyl)-5-(3,4,5-trimethoxyphenyl)-[1,2,4]triazolo[1,5-c]pyrimidin-2-amine